CN1C=C(C=2C1=CN=C(C2)NC(C)=O)C2=CC(=C1C(=N2)C2(OCC1)COCC2)OC2CN(C2)C2CCOCC2 N-(1-methyl-3-(4'-((1-(tetrahydro-2H-pyran-4-yl)azetidin-3-yl)oxy)-4,5,5',6'-tetrahydro-2H-spiro[furan-3,8'-pyrano[3,4-b]pyridin]-2'-yl)-1H-pyrrolo[2,3-c]pyridin-5-yl)acetamide